3-(hexafluoroisopropoxy)-7-trifluoromethyl-2-hydroxyquinoxaline FC(C(C(F)(F)F)OC=1C(=NC2=CC(=CC=C2N1)C(F)(F)F)O)(F)F